(1R,4s)-4-(8-(2-chloro-4-cyano-6-fluorophenylamino)-2-((1S,2R)-2-hydroxycyclohexylamino)-9H-purin-9-yl)cyclohexanecarboxamide ClC1=C(C(=CC(=C1)C#N)F)NC=1N(C2=NC(=NC=C2N1)N[C@@H]1[C@@H](CCCC1)O)C1CCC(CC1)C(=O)N